neodymium-yttrium-aluminium [Al].[Y].[Nd]